C(C)(C)(C)OC(=O)N1[C@@H](C[C@H](C1)CC=1C=NC(=CC1)C(F)(F)F)C(=O)O (2S,4R)-1-(tert-butoxycarbonyl)-4-((6-(trifluoromethyl)pyridin-3-yl)methyl)pyrrolidine-2-carboxylic acid